C1(CC1)NC=1C=2N(N=CC1C#N)C=CC2C=2SC(=NN2)N2CCN(CC2)CC2CCN(CC2)C2=CC=C(C=C2)N2C(NC(CC2)=O)=O 4-(cyclopropylamino)-5-{5-[4-({1-[4-(2,4-dioxo-1,3-diazinan-1-yl)phenyl]piperidin-4-yl}methyl)piperazin-1-yl]-1,3,4-thiadiazol-2-yl}pyrrolo[1,2-b]pyridazine-3-carbonitrile